4-(2-((Tert-butoxycarbonyl)amino)ethyl)phenyl 6-(chloromethyl)-2-oxo-2H-chromene-3-carboxylate ClCC=1C=C2C=C(C(OC2=CC1)=O)C(=O)OC1=CC=C(C=C1)CCNC(=O)OC(C)(C)C